Methyl-(R)-6-chloro-3-((1-(2-(2-methoxypyridin-4-yl)-3,6-dimethyl-4-oxo-4H-chromen-8-yl)ethyl)amino)picolinic acid CC1=C(C(=NC(=C1)Cl)C(=O)O)N[C@H](C)C=1C=C(C=C2C(C(=C(OC12)C1=CC(=NC=C1)OC)C)=O)C